[N+](=O)([O-])C1=CC=CC=2C=3N(CCOC21)C=NN3 8-nitro-5,6-dihydrobenzo[f][1,2,4]triazolo[4,3-d][1,4]oxazepine